(S)-3-((5-amino-1-((3-methoxy-5-(piperazin-1-yl)pyridin-2-yl)methyl)-1H-pyrazolo[4,3-d]pyrimidin-7-yl)amino)hexan-1-ol NC=1N=C(C2=C(N1)C=NN2CC2=NC=C(C=C2OC)N2CCNCC2)N[C@H](CCO)CCC